sodium 3-[(2,3-dihydrothieno[3,4-b]-[1,4]dioxin-2-yl)methoxy]-1-propanesulfonic acid potassium salt [K+].O1C=2C(OCC1COCCCS(=O)(=O)[O-])=CSC2.[Na+].O2C=1C(OCC2COCCCS(=O)(=O)[O-])=CSC1